CC(C(=O)[O-])C1=CC(=CC=C1)OC1=CC=CC=C1 α-methyl-3-phenoxybenzeneacetate